2,4-dichloro-6-fluoro-quinazoline ClC1=NC2=CC=C(C=C2C(=N1)Cl)F